(l)-4-aminobutanoic acid NCCCC(=O)O